C1(CCCC1)N1C(N(C=2C=NC(=CC21)NC2=C(C=C(C=C2)F)C)C)=O 1-cyclopentyl-6-((4-fluoro-2-methylphenyl)amino)-3-methyl-1,3-dihydro-2H-imidazo[4,5-c]pyridin-2-one